CN(C(C1=CC=CC=C1)(C1=CC=CC=C1)C1=CC=CC=C1)CC1=C(C(=O)[O-])C=CC=C1 2-{[methyl(trityl)amino]methyl}benzoate